C(C(C)(C)C)(=O)OC1CN(CC=C1)C1CSCC1 1-(tetrahydrothiophen-3-yl)-1,2,3,6-tetrahydropyridin-3-yl pivalate